CC1=C(C(=O)O)C=C(C=N1)NC(=O)OC1=CC=CC=C1 methyl-5-((phenoxycarbonyl)amino)nicotinic acid